(R)-3-methyl-3-(5-(2-((4-(trifluoromethyl)phenyl)amino)pyridin-3-yl)-1,3,4-oxadiazol-2-yl)pyrrolidin-2-one C[C@]1(C(NCC1)=O)C=1OC(=NN1)C=1C(=NC=CC1)NC1=CC=C(C=C1)C(F)(F)F